2-Iodo-1-methyl-5-(6-methyl-3-pyridyl)imidazole-4-carbonitrile IC=1N(C(=C(N1)C#N)C=1C=NC(=CC1)C)C